4-methylcyclohexane-1,4-diamine CC1(CCC(CC1)N)N